(2S)-N-({3-[3,5-bis(trifluoromethyl)phenyl]phenyl}methyl)-1-methylpyrrolidine-2-carboxamide FC(C=1C=C(C=C(C1)C(F)(F)F)C=1C=C(C=CC1)CNC(=O)[C@H]1N(CCC1)C)(F)F